N1N=NC(=C1)CN1CN=CN=C1 3-triazolylmethyl-1,3,5-triazine